2,8-dibenzyl-6-(3-((tert-butyldimethylsilyl)oxy)phenyl)imidazo[1,2-a]pyrazin-3(7H)-one C(C1=CC=CC=C1)C1=NC=2N(C=C(NC2CC2=CC=CC=C2)C2=CC(=CC=C2)O[Si](C)(C)C(C)(C)C)C1=O